2-[2-(2-Hexyloxy-ethoxy)-ethoxy]-ethylamin C(CCCCC)OCCOCCOCCN